FC(OC1=CC(=NN1C)C(F)(F)F)F 5-(difluoromethoxy)-1-methyl-3-trifluoromethylpyrazole